ClC1=NC=C(C(=C1)C(=NO)N[C@@H](CCl)CC1=CC=C(C=C1)C)OC1=CC(=CC=C1)C(F)(F)F |r| 2-chloro-N-[(2RS)-1-chloro-3-(4-methylphenyl)propan-2-yl]-N'-hydroxy-5-[3-(trifluoromethyl)phenoxy]pyridine-4-carboxamidine